CN1CCN(CC1)CC=1C=C(C=CC1)C=1C=C2C(=NC1)NC=C2C=2C=C(C=CC2)NC(=O)C=2C(N(C=CC2C)C2=CC=C(C=C2)F)=O 1-(4-Fluoro-phenyl)-4-methyl-2-oxo-1,2-dihydro-pyridine-3-carboxylic acid (3-{5-[3-(4-methyl-piperazin-1-ylmethyl)-phenyl]-1H-pyrrolo[2,3-b]pyridin-3-yl}-phenyl)-amide